C(C)(=O)NCC=1C=CC(=C(C1)C=1C=C2N(N=CC(=C2N[C@@H]2CC[C@H](CC2)NC(OC(C)(C)C)=O)C(N)=NC2=C(C=CC(=C2)F)Cl)C1)C tert-butyl N-[trans-4-[[6-[5-(acetamidomethyl)-2-methyl-phenyl]-3-[N'-(2-chloro-5-fluoro-phenyl)carbamimidoyl]pyrrolo[1,2-b]pyridazin-4-yl]amino]cyclohexyl]carbamate